phenyl (5-(tert-butyl)-1,3,4-thiadiazol-2-yl)carbamate C(C)(C)(C)C1=NN=C(S1)NC(OC1=CC=CC=C1)=O